ClC1=CC(=NC2=CC=C(C=C12)CNC1CCOCC1)C N-((4-chloro-2-methylquinolin-6-yl)methyl)tetrahydro-2H-pyran-4-amine